N1C2=C(N=CC1)C=NC1=C2C=CN1 2,7-dihydro-1H-pyrrolo[3',2':5,6]pyrido[3,4-b]pyrazine